NCC=1C=C(C=CC1)C=1C=C(C2=C(C(=C(O2)C(=O)OC(C)(C)C)COC2=C(C=CC=C2)CC(=O)OCC)C1)[N+](=O)[O-] tert-butyl 5-(3-(aminomethyl) phenyl)-3-((2-(2-ethoxy-2-oxoethyl) phenoxy) methyl)-7-nitrobenzofuran-2-carboxylate